(cis)-1-benzyl-3a-fluorooctahydropyrrolo[3,4-b]pyrrole C(C1=CC=CC=C1)N1[C@@H]2[C@](CC1)(CNC2)F